3-methyltetrahydro-2H-pyran-4-ol CC1COCCC1O